ClC=1C=C(C=NC1N1N=CC=N1)NC(=O)C=1C=NN(C1C(C)OC)C1=C2C=CC=NC2=CC=C1 N-(5-Chloro-6-(2H-1,2,3-triazol-2-yl)pyridin-3-yl)-5-(1-methoxyethyl)-1-(chinolin-5-yl)-1H-pyrazol-4-carboxamid